5-(4-((2-(trimethylsilyl)ethoxy)methyl)-4H-1,2,4-triazol-5-yl)pyridin C[Si](CCOCN1C=NN=C1C=1C=CC=NC1)(C)C